Phenoxysulfur O(C1=CC=CC=C1)[S]